N-benzoyl-adenine C(C1=CC=CC=C1)(=O)NC1=C2NC=NC2=NC=N1